C1(=C(C=CC=C1)C=1C(=C(C(=C2C1N=C1C=CC3=C4C=CC=CC4=NC3=C12)C1=C(C=CC=C1)C=1C(=CC=CC1)C1=CC=CC=C1)C1=C(C=CC=C1)C1=CC=CC=C1)C1=C(C=CC=C1)C=1C(=CC=CC1)C1=CC=CC=C1)C1=CC=CC=C1 (biphenylyl)(terphenylyl)(biphenylyl)(terphenylyl)indolocarbazole